[2H]C1=C(C(=C(N=C1[2H])[2H])C(=O)O)[2H] nicotinic acid-D4